(R)-2-[2-(2,3-Dihydro-benzo[1,4]dioxin-5-yl)-6-methoxy-pyridin-4-ylcarbamoyl]-morpholin O1CCOC2=C1C=CC=C2C2=NC(=CC(=C2)NC(=O)[C@H]2CNCCO2)OC